C(C)ON1C(N(C2=C1C=C(C=C2)C(F)(F)F)C)C2=C(C(=CC(=N2)C(=O)N)C)S(=O)(=O)C N'-ethoxy-4-methyl-5-methylsulfonyl-6-[1-methyl-5-(trifluoromethyl)benzimidazol-2-yl]pyridine-2-carboxamide